2-[(1-methyltridecyl)oxy]ethanol CC(CCCCCCCCCCCC)OCCO